FC(C1=CC=C(C=C1)C1=NC=2C(=NC=CC2)N1C1=CC2=C(NCS2)C=C1)F 6-[2-[4-(Difluoromethyl)phenyl]imidazo[4,5-b]pyridin-3-yl]-3H-1,3-benzothiazol